tert-butyl 2-((1R,2S)-2-ethynylcyclopropyl)-7-azaspiro[3.5]nonane-7-carboxylate C(#C)[C@@H]1[C@H](C1)C1CC2(C1)CCN(CC2)C(=O)OC(C)(C)C